CC=1OC=C(N1)C1=CC2=CC=CC=C2C=C1 2-methyl-4-naphthalen-2-yloxazole